non-2-yne CC#CCCCCCC